7-(3-Chlorophenyl)-N-[(4S)-3,4-dihydro-2H-chromen-4-yl]-3-methoxy-1-benzothiophene-2-carboxamide ClC=1C=C(C=CC1)C1=CC=CC=2C(=C(SC21)C(=O)N[C@H]2CCOC1=CC=CC=C21)OC